1,3-bis(4-pyridyl)propane Benzyl-4-((tert-butoxycarbonyl)amino)-2-azabicyclo[2.2.1]heptane-2-carboxylate C(C1=CC=CC=C1)OC(=O)N1C2CCC(C1)(C2)NC(=O)OC(C)(C)C.N2=CC=C(C=C2)CCCC2=CC=NC=C2